tert-butyl (7-fluoro-4-hydroxyspiro[chroman-2,1'-cyclopropane]-4-yl)methylsulfonylcarbamate FC1=CC=C2C(CC3(CC3)OC2=C1)(O)CS(=O)(=O)NC(OC(C)(C)C)=O